C1(CC1)C1=C(CN2C(N([C@H](C=3C2=NN(C3)C)C)C3CCN(CC3)C3=C(C=CC=C3F)C3CC3)=O)C=CC=C1 (S)-7-(2-Cyclopropyl-benzyl)-5-[1-(2-cyclopropyl-6-fluoro-phenyl)-piperidin-4-yl]-2,4-dimethyl-2,4,5,7-tetrahydro-pyrazolo[3,4-d]pyrimidin-6-on